C1C(CC2=CC=CC=C12)NC1=NC=C(C=N1)C=1OC(=NN1)N1CC(C1)(C)C#C N-(2,3-dihydro-1H-inden-2-yl)-5-(5-(3-ethynyl-3-methylazetidin-1-yl)-1,3,4-oxadiazol-2-yl)pyrimidin-2-amine